ClC=1C(=C(C(=O)F)C=C(C1F)Cl)F 3,5-dichloro-2,4-difluorobenzoyl fluoride